(5RS)-5-(2,4-dichlorobenzyl)-3-(3,6-dichloropyridazin-4-yl)-5,6-dihydro-4H-1,2,4-oxadiazine ClC1=C(C[C@H]2NC(=NOC2)C2=C(N=NC(=C2)Cl)Cl)C=CC(=C1)Cl |r|